2-((3-methyl-4-((1-methylpiperidin-4-yl)oxy)phenyl)amino)pyrido[4,3-d]Pyrimidine-5(6H)-one CC=1C=C(C=CC1OC1CCN(CC1)C)NC=1N=CC2=C(N1)C=CNC2=O